ClC1=C(C=CC(=C1)Cl)CNC1CCN(CC1)C N-[(2,4-dichlorophenyl)methyl]1-methylpiperidin-4-amine